Methyl 2-[[2-[[2-[benzyloxycarbonyl(methyl)amino]acetyl]-methyl-amino]acetyl]-methyl-amino]acetate C(C1=CC=CC=C1)OC(=O)N(CC(=O)N(CC(=O)N(CC(=O)OC)C)C)C